(R)-8-(cyclopropylmethoxy)-4-((1-(3-(difluoromethyl)-2-fluorophenyl)ethyl)amino)-6-(1-(fluoromethyl)cyclopropyl)-2-methylpyrido[4,3-d]pyrimidine-7(6H)-one C1(CC1)COC=1C(N(C=C2C1N=C(N=C2N[C@H](C)C2=C(C(=CC=C2)C(F)F)F)C)C2(CC2)CF)=O